FC=1C=C(C=CC1NC1=NC=C(C(=N1)N1CCC(CC1)(C)O)C(F)(F)F)S(=O)(=O)Cl 3-Fluoro-4-[[4-(4-hydroxy-4-methyl-1-piperidyl)-5-(trifluoromethyl)pyrimidin-2-yl]amino]benzenesulfonyl chloride